C(C=C)(=O)OCCCCCCCC[Si](OC)(OC)OC acryloxyoctyltrimethoxysilane